methyl (2S)-2-[[2-(7-chloro-1H-indole-2-carbonyl)-2-azaspiro[4.5]decane-3-carbonyl] amino]-3-(6,6-dimethyl-2-oxo-3-piperidyl)propanoate ClC=1C=CC=C2C=C(NC12)C(=O)N1CC2(CC1C(=O)N[C@H](C(=O)OC)CC1C(NC(CC1)(C)C)=O)CCCCC2